4-(2-{[(2r,7as)-2-fluoro-hexahydro-1H-pyrrolizin-7a-yl]methoxy}-8-fluoro-4-{8-oxa-3-azabicyclo[3.2.1]oct-3-yl}quinazolin-7-yl)-5-ethynyl-6-fluoronaphthalene-2-ol F[C@@H]1C[C@@]2(CCCN2C1)COC1=NC2=C(C(=CC=C2C(=N1)N1CC2CCC(C1)O2)C2=CC(=CC1=CC=C(C(=C21)C#C)F)O)F